FC(C(=O)O)(F)F.N1(CCC1)CC1=C(CNC2=CC(=C(C(=C2)F)S(=O)(=O)NC=2N=CSC2)F)C(=CC=C1F)Cl 4-((2-(azetidin-1-ylmethyl)-6-chloro-3-fluorobenzyl)amino)-2,6-difluoro-N-(thiazol-4-yl)benzenesulfonamide 2,2,2-trifluoroacetate